2-ethyl-1-hydroxyheptane C(C)C(CO)CCCCC